CC=1C2=C3C=CC1C(C1=CC=C4CCN(C(C5=CC=C(CC\C=C/CCN3N=N2)C=C5)=O)CC4=C1)CC(=O)O [(13Z)-33-Methyl-21-oxo-8,9,10,22-tetraazahexacyclo[20.5.3.217,20.13,7.06,10.025,29]tritriaconta-1(27),3(33),4,6,8,13,17,19,25,28,31-undecaen-2-yl]acetic Acid